Z-7-dodecen-1-yl acetate C(C)(=O)OCCCCCC\C=C/CCCC